C1(CCCC12CCOCC2)=O 8-oxaspiro[4.5]decan-1-one